(3R)-3-Amino-1-(2-((6-amino-9H-purin-9-yl)methyl)-4-fluoro-3-(trifluoromethyl)phenyl)-N-(5-methoxyspiro[2.3]hexan-1-yl)pyrrolidin-3-carboxamid N[C@]1(CN(CC1)C1=C(C(=C(C=C1)F)C(F)(F)F)CN1C2=NC=NC(=C2N=C1)N)C(=O)NC1CC12CC(C2)OC